ClC=1C=C2C=C(NC2=CC1OCC=1N=CSC1)CNC(=O)N1C(CC1)CO N-((5-chloro-6-(thiazol-4-ylmethoxy)-1H-indol-2-yl)methyl)-2-(hydroxymethyl)azetidine-1-carboxamide